6-((S)-2-((3aS,5S,6aR)-5-(2,3-difluorophenoxy)-3a-hydroxyhexahydrocyclopenta[c]pyrrol-2(1H)-yl)-1-hydroxyethyl)-3,4-dihydroquinolin-2(1H)-one FC1=C(O[C@@H]2C[C@@]3([C@@H](CN(C3)C[C@@H](O)C=3C=C4CCC(NC4=CC3)=O)C2)O)C=CC=C1F